1-[4-(2,3-Dimethylphenyl)piperidin-1-yl]-2-{(3bS,4aS)-3-[(3R,4S)-3-fluoro-4-hydroxypiperidin-1-carbonyl]-3b,4,4a,5-tetrahydro-1H-cyclopropa[3,4]cyclopenta[1,2-c]pyrazol-1-yl}ethan-1-on CC1=C(C=CC=C1C)C1CCN(CC1)C(CN1N=C(C2=C1C[C@H]1[C@@H]2C1)C(=O)N1C[C@H]([C@H](CC1)O)F)=O